ethyl 2-(((3-butyl-3-ethyl-7-methoxy-1,1-dioxido-5-phenyl-2,3,4,5-tetrahydro-1,5-benzothiazepin-8-yl)methyl)thio)acetate C(CCC)C1(CS(C2=C(N(C1)C1=CC=CC=C1)C=C(C(=C2)CSCC(=O)OCC)OC)(=O)=O)CC